C(=C)[Sn](C=C)(C=C)C=C tetra-vinyl-tin (IV)